(4-chlorobenzyl)quinolin-8-amine ClC1=CC=C(CC2=NC3=C(C=CC=C3C=C2)N)C=C1